C(N)(=O)C1CN(CCS1(=O)=O)C(=O)OC(C)(C)C tert-butyl 2-carbamoyl-1,1-dioxo-1λ6-thiomorpholine-4-carboxylate